3-(tert-Butyldimethylsilyloxy)-1-((R)-tert-butyl-sulfinamido)-8-azaspiro[4.5]Decane-8-carboxylic acid tert-butyl ester C(C)(C)(C)OC(=O)N1CCC2(CC(CC2N[S@](=O)C(C)(C)C)O[Si](C)(C)C(C)(C)C)CC1